C(C1=CC=CC=C1)N1CC(CCC1)(C(=O)O)NC(=O)OC(C)(C)C 1-benzyl-3-{[(tert-Butoxy)carbonyl]amino}piperidine-3-carboxylic acid